tri-tert-butyl-(1-ethoxyvinyl)stannane C(C)(C)(C)[Sn](C(=C)OCC)(C(C)(C)C)C(C)(C)C